6-(2-amino-6-fluoro-5-(3-fluoro-4-((1-isopropylpiperidin-4-yl)oxy)phenyl)pyridin-3-yl)-3,4-dihydroisoquinolin-1(2H)-one NC1=NC(=C(C=C1C=1C=C2CCNC(C2=CC1)=O)C1=CC(=C(C=C1)OC1CCN(CC1)C(C)C)F)F